CC1([C@@H]2C(C[C@@H]1CC2)=O)C (1R,4S)-7,7-dimethyl-2-oxobicyclo[2.2.1]heptane